3-(4-amino-5-(thiazol-2-yl)-7H-pyrrolo[2,3-d]pyrimidin-7-yl)-5-(azetidin-3-ylmethyl)cyclopentane-1,2-diol NC=1C2=C(N=CN1)N(C=C2C=2SC=CN2)C2C(C(C(C2)CC2CNC2)O)O